ClC=1C=CC2=C(N(CC(O2)C(=O)NC23CC(C2)(C3)NC(COC3=CC(=C(C=C3)Cl)F)=O)C(C3=CC(=CC=C3)OC)=O)C1 6-chloro-N-{3-[2-(4-chloro-3-fluorophenoxy)acetamido]bicyclo[1.1.1]pentan-1-yl}-4-(3-methoxybenzoyl)-3,4-dihydro-2H-1,4-benzoxazine-2-carboxamide